COC(=O)C1C(N(N=C(C1)C1=CC=C(C=C1)C)C=1C=NN(C1)C)=O 6-(4-methylphenyl)-2-(1-methyl-1H-pyrazol-4-yl)-3-oxo-2,3,4,5-tetrahydropyridazine-4-carboxylic acid methyl ester